[Rh](=O)=O Rhodium(IV) oxide